O-(1H-benzotriazole-1-yl)-N,N,N',N'-tetramethyluronium tetrafluoroborate F[B-](F)(F)F.N1(N=NC2=C1C=CC=C2)OC(=[N+](C)C)N(C)C